C(C)(C)(C)C1=C(CN(C(=O)C=2C(=NN(C2F)C)C(F)F)C2CC2)C=C(C=C1)C 2-tert-butyl-5-methylbenzyl-N-cyclopropyl-3-(difluoromethyl)-5-fluoro-1-methyl-1H-pyrazole-4-carboxamide